2,5-Dimethyl-2,5-di(tert-butylperoxyperoxyperoxy)hexan CC(C)(CCC(C)(OOOOOOC(C)(C)C)C)OOOOOOC(C)(C)C